FC=1C=C(C=C(C1[N+](=O)[O-])F)CC(=O)OC(C)(C)C tert-butyl (3,5-difluoro-4-nitrophenyl)acetate